C1[C@@H]([C@H]1N)C2=CC=CC=C2 The molecule is a 2-phenylcyclopropan-1-amine that is the (1S,2R)-enantiomer of tranylcypromine. It is a conjugate base of a (1S,2R)-tranylcypromine(1+). It is an enantiomer of a (1R,2S)-tranylcypromine.